NC1CCC(CC1)CC1CCC(CC1)N Bis-(4-amino-cyclohexyl)-methan